chromium tert-butyl furancarboxylate O1C(=CC=C1)C(=O)OC(C)(C)C.[Cr]